OC[C@H](C1=CC=CC=C1)NC1=CC(=NC=C1C=1OC(=NN1)C(C)(C)O)NC=1C=C2C(NC(C2=CC1)=O)(C)C (S)-5-((4-((2-hydroxy-1-phenylethyl)amino)-5-(5-(2-hydroxypropan-2-yl)-1,3,4-oxadiazol-2-yl)pyridin-2-yl)amino)-3,3-dimethylisoindolin-1-one